N-((1r,4r)-4-(2-methoxyethoxy)cyclohexyl)-6-(1-methyl-1H-imidazol-5-yl)picolinamide COCCOC1CCC(CC1)NC(C1=NC(=CC=C1)C1=CN=CN1C)=O